C(#N)C=1C(=CC(=C(C1)N1C(C(=CC=C1C1CC1)C(=O)O)=O)C)OCC 1-(5-cyano-4-ethoxy-2-methyl-phenyl)-6-cyclopropyl-2-oxo-pyridine-3-carboxylic acid